C1(CCCCC1)P(C1=C(C(=CC=C1OC)OC)C1=C(C=C(C=C1C(C)C)C(C)C)C(C)C)C1CCCCC1 Dicyclohexyl(2',4',6'-triisopropyl-3,6-dimethoxy-[1,1'-biphenyl]-2-yl)phosphine